(3R)-N-{(1S)-1-{[bis(2-methylpropyl)amino]Methyl}-2-methylpropyl}-7-hydroxy-1,2,3,4-tetrahydroisoquinoline-3-carboxamide CC(CN(CC(C)C)C[C@H](C(C)C)NC(=O)[C@@H]1NCC2=CC(=CC=C2C1)O)C